(E)-3-methyl-2-pyridylamine CC=1C(=NC=CC1)N